2-(1-hydroxycyclobutyl)-N-(1-(4-(trifluoromethoxy)phenyl)-6-(trifluoromethyl)-1H-benzo[d]imidazol-2-yl)acetamide OC1(CCC1)CC(=O)NC1=NC2=C(N1C1=CC=C(C=C1)OC(F)(F)F)C=C(C=C2)C(F)(F)F